2-bromo-1-(5-methoxyisoindolin-2-yl)ethan-1-one BrCC(=O)N1CC2=CC=C(C=C2C1)OC